4-chloro-3,5-difluoroiodobenzene C1=C(C=C(C(=C1F)Cl)F)I